(±)-Tert-butyl 2-ethyl-4-[5-(2-methylsulfonylpyrimidin-4-yl)-2-pyridyl]piperazine-1-carboxylate C(C)[C@H]1N(CCN(C1)C1=NC=C(C=C1)C1=NC(=NC=C1)S(=O)(=O)C)C(=O)OC(C)(C)C |r|